(R)-N-(4-(3-(quinazolin-2-ylamino)piperidine-1-carbonyl)phenyl)acrylamide N1=C(N=CC2=CC=CC=C12)N[C@H]1CN(CCC1)C(=O)C1=CC=C(C=C1)NC(C=C)=O